(1R,2S,5R)-2-isopropyl-5-methylcyclohexyl-2-aminobenzoate C(C)(C)[C@H]1[C@@H](C[C@@H](CC1)C)OC(C1=C(C=CC=C1)N)=O